[NH4+].NCC(S(=O)(=O)[O-])S(=O)(=O)[O-].[NH4+] 2-Aminoethane-1,1-disulfonic acid ammonium salt